P(=O)(OCOP(=O)(OC1=CC=CC=C1)OC1=CC=CC=C1)(OC1=CC=CC=C1)OC1=CC=CC=C1 methylene tetraphenyl diphosphate